tert-butyl (S)-7-(4-(2-(3,6-dihydro-2H-pyran-4-yl)phenyl)piperidin-1-yl)-5-oxa-2-azaspiro[3.4]octane-2-carboxylate O1CCC(=CC1)C1=C(C=CC=C1)C1CCN(CC1)[C@@H]1COC2(CN(C2)C(=O)OC(C)(C)C)C1